4-(((Tert-butoxycarbonyl)amino)methyl)phenyl 6-(chloromethyl)-2-oxo-2H-chromene-3-carboxylate ClCC=1C=C2C=C(C(OC2=CC1)=O)C(=O)OC1=CC=C(C=C1)CNC(=O)OC(C)(C)C